4-n-hexyl-resorcinol C(CCCCC)C1=C(C=C(O)C=C1)O